ortho-hydroxyphenyltriazolotriazine OC1=C(C=CC=C1)C1=NN=NC2=C1NN=N2